N(=C=O)C1=CC=C(OC2=CC=C(C=C2)S(=O)(=O)C2=CC=C(C=C2)OC2=CC=C(C=C2)N=C=O)C=C1 bis[4-(4-isocyanatophenoxy) phenyl] sulfone